CC1(CC1)N1C=2C3=C(N(N=C3CCC1=O)C1=NNC=C1)N=C(C2)N2[C@@H](COCC2)C (R)-6-(1-methylcyclopropyl)-4-(3-methylmorpholino)-2-(1H-pyrazol-3-yl)-2,6,8,9-tetrahydro-7H-1,2,3,6-tetraazabenzo[cd]azulene-7-one